(S)-N-(1-(2-((4-amino-3-nitrophenyl)amino)-6-propylpyrimidin-4-yl)pyrrolidin-3-yl)acetamide hydrochloride Cl.NC1=C(C=C(C=C1)NC1=NC(=CC(=N1)N1C[C@H](CC1)NC(C)=O)CCC)[N+](=O)[O-]